OC(C)C1=CC=C(C=C1)NC1=NC=C(C(=N1)NCC=1C=C(C=CC1)NS(=O)(=O)CC)C(F)(F)F N-[3-({[2-{[4-(1-hydroxyethyl)phenyl]amino}-5-(trifluoromethyl)pyrimidin-4-yl]amino}methyl)phenyl]-methylmethanesulfonamide